2-(3-(4-chlorophenyl)-1-methyl-1H-pyrazol-5-yloxy)ethylamine ClC1=CC=C(C=C1)C1=NN(C(=C1)OCCN)C